FC1(CC(C1)C1=NNC(=N1)C1CC2(CN(C2)C(=O)N2CC3(C2)CC(C3)CC3=CC=C(C=C3)S(=O)(=O)C)C1)F [6-[3-(3,3-difluorocyclobutyl)-1H-1,2,4-triazol-5-yl]-2-azaspiro[3.3]heptan-2-yl]-[6-(4-mesylbenzyl)-2-azaspiro[3.3]heptan-2-yl]methanone